I.BrC=1C=C(OC1)CN1C=NOC1=O 4-[(4-bromo-2-furyl)methyl]-1,2,4-oxadiazol-5(4H)-one hydroiodide